C(C)OC(=O)C=1C(=NC(=NC1)Cl)NCC1=C(C=CC=C1)C(=C)C 2-chloro-4-((2-(prop-1-en-2-yl)benzyl)amino)pyrimidine-5-carboxylic acid ethyl ester